6-(difluoromethyl)-3-methoxy-8-(4,4,5,5-tetramethyl-1,3,2-dioxaborolan-2-yl)quinoline FC(C=1C=C2C=C(C=NC2=C(C1)B1OC(C(O1)(C)C)(C)C)OC)F